C(CCCCCCC)C(N1C(N(CC)C(C=2NC=NC12)=O)=O)(CCCCCCCC)CCCCCCCC trioctyl-methyl-theophylline